2-(tert-butyl)-4-((Z)-(3-(((E)-2-(tert-butyl)-6-isopropyl-4H-benzopyran-4-ylidene)methyl)-2-methoxy-4-oxocyclobut-2-en-1-ylidene)methyl)-6-isopropylbenzopyran C(C)(C)(C)C1OC2=C(C(=C1)\C=C/1\C(=C(C1=O)/C=C/1\C=C(OC3=C1C=C(C=C3)C(C)C)C(C)(C)C)OC)C=C(C=C2)C(C)C